2-((bis(benzyloxy)phosphoryl)oxy)-2-methylpropyl (tert-butoxycarbonyl)-L-alaninate C(C)(C)(C)OC(=O)N[C@@H](C)C(=O)OCC(C)(C)OP(=O)(OCC1=CC=CC=C1)OCC1=CC=CC=C1